C(C1=CC=CC=C1)OC1CCC=2C1=C(C=C1C(C(=C(N(C21)CC)CO)I)=O)F 7-(benzyloxy)-1-ethyl-6-fluoro-2-(hydroxymethyl)-3-iodo-1H,4H,7H,8H,9H-cyclopenta[h]quinolin-4-one